2,6-dihydroxy-4-trifluoromethylpyridine OC1=NC(=CC(=C1)C(F)(F)F)O